ClC1=C(C=CC(=C1)F)C1=CNC(C2=CC(=CC=C12)O[C@@H](C(=O)N1[C@@H](COCC1)C(=O)N)C)=O (S)-4-((R)-2-((4-(2-chloro-4-fluorophenyl)-1-oxo-1,2-dihydroisoquinolin-7-yl)oxy)propanoyl)morpholine-3-carboxamide